C(#N)C1=NC2=CC(=CC(=C2N=C1N1C(CC(C1)(F)F)C)[C@@H](C)NC1=C(C(=O)OC)C=CC=C1)C methyl 2-(((1R)-1-(2-cyano-3-(4,4-difluoro-2-methylpyrrolidin-1-yl)-7-methylquinoxalin-5-yl)ethyl)amino)benzoate